di(t-butyl-peroxy-isopropyl)benzene C(C)(C)(C)OOC(C)(C)C1=C(C=CC=C1)C(C)(C)OOC(C)(C)C